NC1=NC=CC(=C1NC(C)C)OC1=C(C=C(C=C1)NC(=O)C=1C=NN(C1C(F)(F)F)C1=NC=CC=C1F)F N-(4-((2-amino-3-(isopropylamino)pyridine-4-yl)oxy)-3-fluorophenyl)-1-(3-fluoropyridin-2-yl)-5-(trifluoromethyl)-1H-pyrazole-4-carboxamide